3-(6-(3-(Cyclobutylmethyl)morpholino)-1-methyl-1H-pyrazolo[3,4-d]pyrimidin-3-yl)-2,6-difluoro-5-(trifluoromethyl)phenol C1(CCC1)CC1COCCN1C1=NC=C2C(=N1)N(N=C2C=2C(=C(C(=C(C2)C(F)(F)F)F)O)F)C